ClC1=CC=C(C=C1)CC(=O)N(C1CN(C(C1)=O)CC(C)C)C(CC1=CC=C(C=C1)Cl)=O 2-(4-chlorophenyl)-N-[2-(4-chlorophenyl)acetyl]-N-[1-(2-methylpropyl)-5-oxopyrrolidin-3-yl]acetamid